FC(COC1=NC=CC(=C1)CNC(=O)NC1CC2(C1)CCC2)CF 1-[[2-(2,3-difluoropropoxy)pyridin-4-yl]methyl]-3-spiro[3.3]heptan-2-ylurea